O1CCN(CC1)C1=CC=C(CN)C=C1 4-morpholinobenzylamine